C(C)N([Si]1(O[SiH](O[SiH](O[Si](O1)(C)N(CC)C)C)C)C)C 2,4-bis(N-ethylmethylamino)-2,4,6,8-tetramethylcyclotetrasiloxane